3-((6-chloro-2-cyclopropyl-7-fluoro-1-(1-isopropyl-1H-pyrazol-4-yl)-1H-indol-3-yl)thio)benzoic acid ClC1=CC=C2C(=C(N(C2=C1F)C=1C=NN(C1)C(C)C)C1CC1)SC=1C=C(C(=O)O)C=CC1